BrC=1N=C2C(=C(C(N(C2=CC1)CC#C)=O)C#N)N(C)C1CCCCC1 6-bromo-4-[cyclohexyl-(methyl)amino]-2-oxo-1-(prop-2-yn-1-yl)-1,2-dihydro-1,5-naphthyridine-3-carbonitrile